C(C)OC([C@H](CC(C(=O)C1=CC=C(C=C1)C1=CC=CC=C1)C1=CC=C(C=C1)Cl)F)=O (S)-5-([1,1'-biphenyl]-4-yl)-4-(4-chlorophenyl)-2-fluoro-5-oxopentanoic acid ethyl ester